ONC(CCCCCN1C(N\C(\C1=O)=C/C=1C=CC2=C(C=CO2)C1)=O)=O (Z)-N-hydroxy-6-(4-(benzofuran-5-ylmethylene)-2,5-dioxoimidazolidin-1-yl)hexanamide